C(C)(=O)N1CC2=C(CC1)N(N=C2N2CCCC1=CC(=C(C=C21)C(F)F)C=2C=NN(C2)C)C2CCN(CC2)C2CCN(CC2)C2=CC=C(C(=O)OCC)C=C2 ethyl 4-[4-[4-[5-acetyl-3-[7-(difluoromethyl)-6-(1-methylpyrazol-4-yl)-3,4-dihydro-2H-quinolin-1-yl]-6,7-dihydro-4H-pyrazolo[4,3-c]pyridin-1-yl]-1-piperidyl]-1-piperidyl]benzoate